C1(CC1)C([C@@H](C1=C(C=CC=C1)F)N1CC2=C(CC1)SC(=C2)CC(=O)[O-])=O |r| (RS)-[5-[2-cyclopropyl-1-(2-fluorophenyl)-2-oxoethyl]-6,7-dihydro-4H-thieno[3,2-c]pyridin-2-yl]acetate